C(C)(=O)C1=CC=C(OC=2C=CC(=C(C2)NC(=O)C2N(C(CC2)=O)C)OC)C=C1 N-(5-(4-Acetylphenoxy)-2-methoxyphenyl)-1-methyl-5-oxopyrrolidine-2-carboxamide